4-((4-(10-((2-(2,6-dioxopiperidin-3-yl)-1-oxoisoindolin-4-yl)amino)-10-oxodecanoyl)piperazin-1-yl)methyl)-N-(4-methyl-3-((4-(pyridin-3-yl)pyrimidin-2-yl)amino)phenyl)benzamide O=C1NC(CCC1N1C(C2=CC=CC(=C2C1)NC(CCCCCCCCC(=O)N1CCN(CC1)CC1=CC=C(C(=O)NC2=CC(=C(C=C2)C)NC2=NC=CC(=N2)C=2C=NC=CC2)C=C1)=O)=O)=O